The molecule is an oligosaccharide derivative that is an octasaccharide derivative consisting of an irregular string of NHAcetyl-substituted and O-sulfated monosaccharide residues with a Delta(4,5)HexUAalpha1-3GalNAc(6-O-sulfate) disaccharide unit at the non-reducing end. It has been isolated from a partial chondroitinase ABC digest of a commercial shark cartilage chondroitin sulfate (CS-C) preparation. It has a role as a mimotope. CC(=O)N[C@@H]1[C@H]([C@H]([C@H](O[C@@H]1O)COS(=O)(=O)O)O)O[C@@H]2[C@@H]([C@H]([C@@H]([C@H](O2)C(=O)O)O[C@@H]3[C@@H]([C@H]([C@H]([C@H](O3)CO)OS(=O)(=O)O)O[C@H]4[C@@H]([C@H]([C@@H]([C@H](O4)C(=O)O)O[C@H]5[C@@H]([C@H]([C@H]([C@H](O5)COS(=O)(=O)O)O)O[C@H]6[C@@H]([C@H]([C@@H]([C@H](O6)C(=O)O)O[C@H]7[C@@H]([C@H]([C@H]([C@H](O7)COS(=O)(=O)O)O)O[C@@H]8C(C(C(=C(O8)C(=O)O)O)O)O)NC(=O)C)O)O)NC(=O)C)O)O)O)O)OS(=O)(=O)O